C(C)(C)N1N=C(C(=C1)B1OC(C(O1)(C)C)(C)C)C(F)(F)F 1-isopropyl-4-(4,4,5,5-tetramethyl-1,3,2-dioxaborolan-2-yl)-3-(trifluoromethyl)-1H-pyrazole